C(C)C1=NC2=CC=CC=C2C(=N1)SCC(=O)C1=CC=CS1 5-(2-((2-ethylquinazolin-4-yl)thio)acetyl)thiophen